BrC1=NC(=NC(=C1F)OC1CCC(CC1)C(F)(F)F)C 4-bromo-5-fluoro-2-methyl-6-{[(1r,4r)-4-(trifluoromethyl)cyclohexyl]oxy}pyrimidine